5-(5-acetamido-6-fluoro-2-pyridinyl)-3-methyl-triazole-4-carboxylic acid C(C)(=O)NC=1C=CC(=NC1F)C1=C(N(N=N1)C)C(=O)O